(6-((2-((4-([1,4'-bipiperidin]-1'-yl)-5-(1-ethyl-1H-pyrazol-4-yl)-2-methoxyphenyl)amino)-5-bromopyrimidin-4-yl)amino)-2,3-dimethylphenyl)dimethylphosphine oxide N1(CCCCC1)C1CCN(CC1)C1=CC(=C(C=C1C=1C=NN(C1)CC)NC1=NC=C(C(=N1)NC1=CC=C(C(=C1P(C)(C)=O)C)C)Br)OC